[Cl-].C(=C)C1=CC=C(C=C1)CN1C=[N+](C=C1)CC 1-[(4-vinylphenyl)methyl]-3-ethyl-imidazolium chloride salt